COC=1C=C(C=CC1OC)CCC1=CC(=C(C=C1)OC)OC 1,2-bis(3,4-dimethoxyphenyl)ethane